CC1=NC=CC(=C1)C1=C(N=C(N1)N)C1=CC2=C(OCCCN2)C=C1 5-(2-Methylpyridin-4-yl)-4-(2,3,4,5-tetrahydrobenzo[b][1,4]oxazepin-7-yl)-1H-imidazol-2-amine